9,9',9''-(4-(3,4-bis(4,6-diphenyl-1,3,5-triazin-2-yl)phenyl)pyridine-2,3,6-triyl)tris(3-(tert-butyl)-9H-carbazole) C1(=CC=CC=C1)C1=NC(=NC(=N1)C1=CC=CC=C1)C=1C=C(C=CC1C1=NC(=NC(=N1)C1=CC=CC=C1)C1=CC=CC=C1)C1=C(C(=NC(=C1)N1C2=CC=CC=C2C=2C=C(C=CC12)C(C)(C)C)N1C2=CC=CC=C2C=2C=C(C=CC12)C(C)(C)C)N1C2=CC=CC=C2C=2C=C(C=CC12)C(C)(C)C